COC1=CC=C(COCCCCCCO)C=C1 6-((4-methoxybenzyl)oxy)hexane-1-ol